CC=1C=CC(CC1)(CCC)CCC 3-methyl-6,6-di-n-propyl-1,3-cyclohexadiene